BrC1=C(C=C(CSC)C=C1)OC (4-bromo-3-methoxybenzyl)(methyl)sulfane